C(C1=CC=CC=C1)NC=1C=C(C2=C(NC(N2C)=O)C1)OCCO[C@@H]1CN(C[C@@H](C1)C)C(=O)OC(C)(C)C tert-butyl (3s,5r)-3-(2-((6-(benzylamino)-3-methyl-2-oxo-2,3-dihydro-1H-benzo[d]imidazol-4-yl) oxy) ethoxy)-5-methylpiperidine-1-carboxylate